COC=1C=C(C=NC1OCC1=NC=C(C=C1)OC)C(=O)C1=CC=NC2=CC(=CN=C12)OC [5-methoxy-6-[(5-methoxy-2-pyridyl)methoxy]-3-pyridyl]-(7-methoxy-1,5-naphthyridin-4-yl)methanone